CC1(OCCC(C1)C(=O)NC=1N=CC2=CC(=C(C=C2C1)N1CCN(CC1)C1(COCC1)C)C)C 2,2-dimethyl-N-[7-methyl-6-[4-(3-methyltetrahydrofuran-3-yl)piperazin-1-yl]-3-isoquinolyl]tetrahydropyran-4-carboxamide